N-[(1R)-1-[4-Methoxy-3-(1-methylpyrazol-4-yl)phenyl]ethyl]-2-methyl-5-(4-methylpiperazin-1-yl)benzamide COC1=C(C=C(C=C1)[C@@H](C)NC(C1=C(C=CC(=C1)N1CCN(CC1)C)C)=O)C=1C=NN(C1)C